N-(2,2,3,3,3-Pentafluoropropyl)glycin FC(CNCC(=O)O)(C(F)(F)F)F